ClC1=CC=CC(=N1)C1=NC(=NC(=N1)C=1C=NC=C(C1)C1CC1)NC1=CC(=NC=C1)C(F)(F)F 4-(6-chloropyridin-2-yl)-6-(5-cyclopropylpyridin-3-yl)-N-(2-(trifluoromethyl)pyridin-4-yl)-1,3,5-triazin-2-amine